FC1=CC(=C(C=C1)N1CN(C(C2=CC=C(C=C12)C#N)=O)C1=C(NC(C=C1)=O)C)C(C)C 1-(4-fluoro-2-isopropylphenyl)-3-(2-methyl-6-oxo-1,6-dihydropyridin-3-yl)-4-oxo-1,2,3,4-tetra-hydroquinazoline-7-carbonitrile